NC1(COC1)CNC1=NC(=NC2=CC=C(C=C12)C)N1CCS(C2=C(C1)C=CC=C2)=O 4-(4-(((3-aminooxetane-3-yl)methyl)amino)-6-methylquinazolin-2-yl)-1-oxido-2,3,4,5-tetrahydro-1λ4-benzo[f][1,4]thiazepine